N-((3R)-4-(3-(2-Fluoro-4-(trifluoromethyl)phenyl)pyrrolidin-1-yl)-3-hydroxybutyl)-1-methyl-2-oxoindoline-5-carboxamide FC1=C(C=CC(=C1)C(F)(F)F)C1CN(CC1)C[C@@H](CCNC(=O)C=1C=C2CC(N(C2=CC1)C)=O)O